1-Methoxy-2-propylalcohol COCC(C)O